Ethyl 6-[2,2,3,3,5,5,6,6-octadeuterio-4-(5-hydroxy-3-pyrazin-2-yl-2-pyridyl)piperazin-1-yl]-2-azaspiro[3.4]octane-2-carboxylate [2H]C1(N(C(C(N(C1([2H])[2H])C1=NC=C(C=C1C1=NC=CN=C1)O)([2H])[2H])([2H])[2H])C1CC2(CN(C2)C(=O)OCC)CC1)[2H]